oxalic acid isocyanate potassium [K].C(C(=O)N=C=O)(=O)N=C=O